bis[4-(2-hydroxy-2-methylpropionyl)phenyl]methane OC(C(=O)C1=CC=C(C=C1)CC1=CC=C(C=C1)C(C(C)(O)C)=O)(C)C